S1C=CC(=C1)C(C(CC1CCCC1)=O)=O 1-(4-thiophenyl)-(3-cyclopentyl)-propane-1,2-dione